C=C(CCO)CC 3-methylene-1-pentanol